tert-Butyl 4-(2-(((1H-benzo[d]imidazol-2-yl)methyl)thio)4-oxopteridin-3(4H)-yl)piperidine-1-carboxylate N1C(=NC2=C1C=CC=C2)CSC2=NC1=NC=CN=C1C(N2C2CCN(CC2)C(=O)OC(C)(C)C)=O